CC1=CC=CC2=C(C3=CC=CC=C3C(=C12)OC(=O)C1C(C2C=CC1C2)C(=O)O)OC(=O)C2C(C1C=CC2C1)C(=O)O 4-methyl-9,10-bis[2-carboxy(3,6-methano-4-cyclohexenyl)]carbonyloxy-anthracene